CN1N=C2N=CC(=CC2=C1)C1=CC=C2C(=N1)SC(=C2)C2(COC2)O 3-(6-(2-methyl-2H-pyrazolo[3,4-b]pyridin-5-yl)thieno[2,3-b]pyridin-2-yl)-3-oxetanol